ClC1=C(OC(C(=O)O)(C)C)C(=CC(=C1)CN1C(N(CC1=O)C1=CC=C(C=C1)C(F)(F)F)=O)F 2-(2-Chloro-4-((2,5-dioxo-3-(4-(trifluoromethyl)phenyl)imidazolin-1-yl)methyl)-6-fluorophenoxy)-2-methylpropionic acid